CC(=O)C1=CC=C(C=C1)OC2=CC=C(C=C2)C(=O)C 4,4'-diacetyldiphenyl ether